N[C@@H]1CC[C@@H](N(C1)C(=O)C1=CC2=C(N(C(=N2)C2=CC=3C(=NC(=CC3)N3C(CC[C@@H]3C)=O)N2CC2CC2)C)C(=C1)OC)C (S)-1-(2-(5-((2S,5R)-5-amino-2-methylpiperidine-1-carbonyl)-7-methoxy-1-methyl-1H-benzo[d]imidazol-2-yl)-1-(cyclopropylmethyl)-1H-pyrrolo[2,3-b]pyridin-6-yl)-5-methylpyrrolidin-2-one